6-(4-ethoxyphenyl)-N-(2-(2-fluorophenyl)-2-oxoethyl)pyrazine-2-carboxamide C(C)OC1=CC=C(C=C1)C1=CN=CC(=N1)C(=O)NCC(=O)C1=C(C=CC=C1)F